NC=1C(=NC(=C(N1)C1=CC=C(C=C1)F)C=1C=CC=2N(C1)C(=CN2)C)CNC(=O)[C@H]2OCCC2 (2S)-N-[[3-amino-5-(4-fluorophenyl)-6-[3-methylimidazo[1,2-a]pyridin-6-yl]pyrazin-2-yl]methyl]oxolane-2-carboxamide